C1(CCCCCCC1)N1C(=C(C2=C1N=C(S2)C2CC2)C)C(=O)N cyclooctyl-2-cyclopropyl-6-methyl-4H-pyrrolo[2,3-d]thiazole-5-carboxamide